12-methacryloyloxydodecyltripropoxysilane C(C(=C)C)(=O)OCCCCCCCCCCCC[Si](OCCC)(OCCC)OCCC